(1S,2S)-2-(pyrimidin-2-ylmethoxy)cyclopentanol N1=C(N=CC=C1)CO[C@@H]1[C@H](CCC1)O